BrC=1C=C(C=C(C1)Br)NC(=O)NC1=CC(=CC(=C1)OC(F)(F)F)Cl 1-(3,5-dibromophenyl)-3-(3-chloro-5-trifluoromethoxyphenyl)urea